3-[5-[(1R)-1-(3,5-dichloro-4-pyridyl)ethoxy]-1H-indazol-3-yl]-5-methoxy-N-(3-pyridyl-methyl)aniline ClC=1C=NC=C(C1[C@@H](C)OC=1C=C2C(=NNC2=CC1)C=1C=C(NCC=2C=NC=CC2)C=C(C1)OC)Cl